benzyl(methyl)[2-(methylamino)ethyl]amine C(C1=CC=CC=C1)N(CCNC)C